3-(pyridin-3-yl)-2,3,4,5-tetrahydrobenzo[f][1,4]oxazepine-8-carboxylic acid methyl ester COC(=O)C1=CC2=C(CNC(CO2)C=2C=NC=CC2)C=C1